2-[(2-fluoro-4-iodophenyl)amino]-benzamide FC1=C(C=CC(=C1)I)NC1=C(C(=O)N)C=CC=C1